NC1=C(C=C(C=N1)C1=CC=C(C=C1)C(=O)N1CCN(CC1)C)OC(C)C1=C(C=CC=C1Cl)Cl (4-{6-amino-5-[1-(2,6-dichloro-phenyl)-ethoxy]-pyridin-3-yl}-phenyl)-(4-methyl-piperazin-1-yl)-methanone